C(CCC)(=O)OC=1C(=NC=CC1OC)C(N[C@@H](C)C1=NOC(=N1)C1=CC(=CC(=C1)C)C)=O (S)-2-((1-(5-(3,5-dimethylphenyl)-1,2,4-oxadiazol-3-yl)ethyl)carbamoyl)-4-methoxypyridin-3-yl butyrate